CC1=C(OC=2CCC3=CN(N=C3C21)CC=2C=NC(=CC2)C)C(=O)O 8-methyl-2-[(6-methylpyridin-3-yl)methyl]-4,5-dihydro-2H-furo[2,3-g]indazole-7-carboxylic acid